3-Methyl-8-cis-heptadecene CC(C=C)CCCCCCCCCCCCCC